5-fluoro-2-(2-hydroxypropan-2-yl)-3-(2-Methyl-1H-benzimidazol-5-yl)benzonitrile FC=1C=C(C(=C(C#N)C1)C(C)(C)O)C1=CC2=C(NC(=N2)C)C=C1